FC1=CC(=C2C=CN(C2=C1)C)N1C(C2=CC(=C(C=C2C(=C1)C(=O)N1CCC(CC1)F)OC)OCF)=O 2-(6-fluoro-1-methyl-1H-indol-4-yl)-7-(fluoromethoxy)-4-(4-fluoropiperidine-1-carbonyl)-6-methoxy-1,2-dihydroisoquinolin-1-one